Diallylmaleinat C(C=C)/C(=C(/C(=O)[O-])\CC=C)/C(=O)[O-]